C(C=C)O[C@H]1CNCC1 (R)-3-(allyloxy)pyrrolidine